CC1=CC(=NN1CC(=O)O)C(F)(F)F (5-methyl-3-(trifluoromethyl)-1H-pyrazol-1-yl)acetic acid